FC1=C(C=CC=C1C1(CC1)CF)[C@@H](C)NC(=O)C1=NN(C(C=C1)=O)C=1C=NC=C(C1)C1=CN=NN1C N-[(R)-1-{2-fluoro-3-[1-(fluoromethyl)cyclopropyl]phenyl}ethyl]-1-[5-(1-methyl-1H-1,2,3-triazol-5-yl)-3-pyridyl]-6-oxo-1,6-dihydropyridazine-3-carboxamide